2,2-dihydroxyl-methylpropanoic acid OC(C(=O)O)(CC)O